CC1=C(C=C(C=C1)OCC(N1CCC(CC1)C1CCNCC1)=O)N1C(NC(CC1)=O)=O 1-[2-Methyl-5-[2-oxo-2-[4-(4-piperidyl)-1-piperidyl]ethoxy]phenyl]hexahydropyrimidine-2,4-dione